2-(3-(3,4-Dichlorobenzamido)bicyclo[1.1.1]pentan-1-yl)Propanoic Acid ClC=1C=C(C(=O)NC23CC(C2)(C3)C(C(=O)O)C)C=CC1Cl